9-(3,4-dimethoxyphenyl)-2,3-dimethoxydibenzo[b,e]oxepin-11(6H)-one COC=1C=C(C=CC1OC)C=1C=CC2=C(C(C3=C(OC2)C=C(C(=C3)OC)OC)=O)C1